C(C)(C)(C)OC(=O)N1CCC(CC1)OC1=CC(=C2C(=N1)C(=CS2)C(NC)=O)C(F)(F)F 4-((3-(methylcarbamoyl)-7-(trifluoromethyl)thieno[3,2-b]pyridin-5-yl)oxy)piperidine-1-carboxylic acid tert-butyl ester